N[N+]1=NC(=C(C=C1C#CC)C(=O)OC)OC 1-amino-3-methoxy-4-(methoxycarbonyl)-6-(prop-1-yn-1-yl)pyridazin-1-ium